6-methyl-5-oxo-4,5-dihydropyrrolo[1,2-a]thieno[3,2-e]pyrazine-2-carbaldehyde CC=1C=CN2C1C(NC1=C2SC(=C1)C=O)=O